2-(2,6-dioxopiperidin-3-yl)4-fluoroisoindoline-1,3-dione O=C1NC(CCC1N1C(C2=CC=CC(=C2C1=O)F)=O)=O